2-(6-Fluoro-benzothiazol-2-ylamino)-1-methyl-1H-benzimidazole-5-carboxylic acid (2-methoxy-ethyl)-amide COCCNC(=O)C1=CC2=C(N(C(=N2)NC=2SC3=C(N2)C=CC(=C3)F)C)C=C1